N=1OC=C2C1C=C(C=C2)CC(C)N 1-(2,1-benzoxazol-6-yl)propan-2-amine